Cis-2-octenal C(\C=C/CCCCC)=O